7-[(3aS,4R,6R,6aR)-6-(3-methoxyphenyl)-2,2-dimethyl-tetrahydro-3aH-cyclopenta[d][1,3]dioxol-4-yl]-2-chloro-N-[(4-methoxyphenyl)methyl]pyrrolo[2,3-d]pyrimidin-4-amine COC=1C=C(C=CC1)[C@H]1C[C@H]([C@H]2[C@@H]1OC(O2)(C)C)N2C=CC1=C2N=C(N=C1NCC1=CC=C(C=C1)OC)Cl